(E)-3-bromo-4-(2-ethoxyvinyl)-N,N-bis(4-methoxybenzyl)-5-methylaniline BrC=1C=C(N(CC2=CC=C(C=C2)OC)CC2=CC=C(C=C2)OC)C=C(C1\C=C\OCC)C